5-(nonyloxy)-5-oxopentanoic acid C(CCCCCCCC)OC(CCCC(=O)O)=O